1-(6-methoxypyridin-3-yl)-4,4-dimethyl-2-(1H-1,2,4-triazol-1-yl)pentan-3-one COC1=CC=C(C=N1)CC(C(C(C)(C)C)=O)N1N=CN=C1